COP(OC)(=O)CN(CCO)CCO N,N-di(2-hydroxyethyl)aminomethylphosphonic acid dimethyl ester